Pyrazolo[1,5-a][1,3,5]Triazine-8-carbonitrile N=1C=2N(C=NC1)N=CC2C#N